3-[[(1,1-dimethylethyl)amino]sulfonyl]-2,5-thiophenedicarboxylic acid CC(C)(C)NS(=O)(=O)C1=C(SC(=C1)C(=O)O)C(=O)O